FC=1C=2N(C=C(C1)C)N=C(N2)C2=C1C=C(N=CC1=C(N=C2)NC)NC(=O)C2CC2 N-(5-(8-fluoro-6-methyl-[1,2,4]triazolo[1,5-a]pyridin-2-yl)-8-(methylamino)-2,7-naphthyridin-3-yl)cyclopropanecarboxamide